5-Methoxybenzo[c][1,2,5]oxadiazole COC1=CC=2C(=NON2)C=C1